OC1=NN2C(C=CC=C2)=C1C(=O)NC1=C(C(=C(C(=C1F)F)N1CCOCC1)F)F 2-Hydroxy-N-(2,3,5,6-tetrafluoro-4-morpholinophenyl)pyrazolo[1,5-a]pyridine-3-carboxamide